((7R)-7-Amino-2-azabicyclo[2.2.1]heptan-2-yl)(2-(1-(cyclopropylmethyl)-6-methyl-1H-indol-2-yl)-3-methylbenzofuran-6-yl)methanone N[C@H]1C2N(CC1CC2)C(=O)C2=CC1=C(C(=C(O1)C=1N(C3=CC(=CC=C3C1)C)CC1CC1)C)C=C2